5-[(Butyrylamino)methyl]-2-chloro-N-{1-[4-(trifluoromethyl)phenyl]-1H-indazol-4-yl}benzamide C(CCC)(=O)NCC=1C=CC(=C(C(=O)NC2=C3C=NN(C3=CC=C2)C2=CC=C(C=C2)C(F)(F)F)C1)Cl